COC(=O)C1=C(C=C2C(C(NC2=C1)=O)(C)C)Cl 5-chloro-3,3-dimethyl-2-oxoindoline-6-carboxylic acid methyl ester